FC1=CC=C(C=C1)N1N=CC2=CC(=C(C=C12)C)C12C(CN(C1)S(=O)(=O)C=1C=NN(C1)C)CC(C2)(O)C2=CC=CC=C2 3a-(1-(4-fluorophenyl)-6-methyl-1H-indazol-5-yl)-2-((1-methyl-1H-pyrazol-4-yl)sulfonyl)-5-phenyloctahydrocyclopenta[c]pyrrol-5-ol